N1(CCNCCC1)C1=NC2=C(OC3=C1C=C(C=C3)C(F)(F)F)C=CC=C2 11-(1,4-Diazepan-1-yl)-2-(trifluoromethyl)dibenzo[b,f][1,4]oxazepine